4-chloro-7-fluoro-2-isobutyl-2,8-dimethyl-2H-benzo[e][1,3]oxazine ClC1=NC(OC2=C1C=CC(=C2C)F)(C)CC(C)C